4-methyl-5-((7-methyl-8-oxo-9-(tetrahydro-2H-pyran-4-yl)-8,9-dihydro-7H-purin-2-yl)amino)-N-((tetrahydrofuran-2-yl)methyl)picolinamide CC1=CC(=NC=C1NC1=NC=C2N(C(N(C2=N1)C1CCOCC1)=O)C)C(=O)NCC1OCCC1